COCCN(C(=O)C1[C@H]2CN(C[C@@H]12)C1=NC2=C(C=C(C=C2C(N1C)=O)C)C(C)NC1=C(C(=O)O)C=CC=C1)C 2-((1-(2-((1R,5S,6R)-6-((2-methoxyethyl)(methyl)carbamoyl)-3-azabicyclo[3.1.0]hexan-3-yl)-3,6-dimethyl-4-oxo-3,4-dihydroquinazolin-8-yl)ethyl)amino)benzoic acid